(9-(3,4-dichlorophenyl)-3,9-diazaspiro[5.5]undecane-3-carbonyl)-6-nitroquinolin-2(1H)-one ClC=1C=C(C=CC1Cl)N1CCC2(CCN(CC2)C(=O)N2C(C=CC3=CC(=CC=C23)[N+](=O)[O-])=O)CC1